methyl (4-(nicotinamido)benzoyl)glycinate C(C1=CN=CC=C1)(=O)NC1=CC=C(C(=O)NCC(=O)OC)C=C1